BrC1=CC=C(S1)[C@H]1N([C@@H](CC2=C1N(C1=CC=CC=C21)C(=O)OC(C)(C)C)C)CC(F)(F)F tert-butyl (1S,3R)-1-(5-bromothiophen-2-yl)-3-methyl-2-(2,2,2-trifluoroethyl)-1,2,3,4-tetrahydro-9H-pyrido[3,4-b]indole-9-carboxylate